FC(CN1C(=NC2=C1C=C(C=C2F)C2=CNC=1N=C(N=CC12)NC1CC(C1)(C)C(=O)N1CCCC1)C)F (3-((5-(1-(2,2-difluoroethyl)-4-fluoro-2-methyl-1H-benzo[d]imidazol-6-yl)-7H-pyrrolo[2,3-d]pyrimidin-2-yl)amino)-1-methylcyclobutyl)(pyrrolidin-1-yl)methanone